N-((4-(9-aminononanylamino)phenyl)carbamoyl)-4-(tert-butyl)benzamide NCCCCCCCCCNC1=CC=C(C=C1)NC(=O)NC(C1=CC=C(C=C1)C(C)(C)C)=O